2-(6-((4bS,8aS)-4b,7,7-trimethyl-2-((4-(4-methylpiperazin-1-yl)phenyl)amino)-4b,7,8,8a-tetrahydropyrano[3',4':4,5]pyrrolo[2,3-d]pyrimidin-9(5H)-yl)pyridin-2-yl)propan-2-ol C[C@@]12[C@@H](N(C=3N=C(N=CC31)NC3=CC=C(C=C3)N3CCN(CC3)C)C3=CC=CC(=N3)C(C)(C)O)CC(OC2)(C)C